C(C)(C)N1CC2=CC=CC=C2CC1 2-isopropyl-1,2,3,4-tetrahydroisoquinoline